O1COC2=C1C=CC(=C2)/C=C/C(=O)N(CC2OCCC2)C2=NC=CC=C2 (E)-3-(1,3-Benzodioxol-5-yl)-N-(2-pyridyl)-N-(tetrahydrofuran-2-ylmethyl)prop-2-enamid